phenylethyl pelargonate C(CCCCCCCC)(=O)OCCC1=CC=CC=C1